CC1=CC=C(C(=O)CCC(=O)C2NCCC3=CC=C(C=C23)NC2=NC=C(C(=N2)C=2C=NN(C2)C(C)C)C)C=C1 (3-(4-Methylbenzoyl)propionyl)-N-(4-(1-isopropyl-1H-pyrazol-4-yl)5-methylpyrimidin-2-yl)-1,2,3,4-tetrahydroisoquinolin-7-amine